C(C1CO1)N(C1=CC=C(C=C1)CC1=CC=C(C=C1)N(CC1CO1)CC1CO1)CC1CO1 bis[4-(diglycidyl-amino)phenyl]methane